[8-(1-octylnonoxy)-8-oxo-octyl](2S,4R)-4-amino-1-(6-oxo-6-undecoxy-hexyl)pyrrolidine-2-carboxylate C(CCCCCCC)C(CCCCCCCC)OC(CCCCCCCOC(=O)[C@H]1N(C[C@@H](C1)N)CCCCCC(OCCCCCCCCCCC)=O)=O